(1S,4S)-5-((2,2-dimethylpiperidin-4-yl)methyl)-2-oxa-5-azabicyclo[2.2.1]Heptane CC1(NCCC(C1)CN1[C@@H]2CO[C@H](C1)C2)C